C(CC(=O)C)(=O)OOC(CC(=O)C)=O acetoacetyl peroxide